(S)-N-(3-(2-((1,5-dimethyl-1H-pyrazol-3-yl)amino)-5-methylpyrimidin-4-yl)-1H-indol-7-yl)-2-(3-((5-fluoro-4-(piperidin-1-yl)pyrimidin-2-yl)oxy)pyrrolidin-1-yl)acetamide CN1N=C(C=C1C)NC1=NC=C(C(=N1)C1=CNC2=C(C=CC=C12)NC(CN1C[C@H](CC1)OC1=NC=C(C(=N1)N1CCCCC1)F)=O)C